NC1=C(C=C(C=C1)N)N 1,2,4-Triaminobenzen